CN1[C@H](CN(CC1)C)CCC(=O)O[C@H]1[C@H](NC[C@@H]1O)CC1=CC=C(C=C1)OC (2R,3S,4S)-4-hydroxy-2-[(4-methoxyphenyl)methyl]pyrrolidin-3-yl 3-[(2S)-1,4-dimethylpiperazin-2-yl]propanoate